2,2'-Thiodiethylene bis[3-(3-t-butyl-4-hydroxyl-5-methylphenyl)propionate] C(C)(C)(C)C=1C=C(C=C(C1O)C)CCC(=O)O.C(C)(C)(C)C=1C=C(C=C(C1O)C)CCC(=O)O.S(C=C)C=C